1-((1S,3S)-3-(8-OXA-3-AZABICYCLO[3.2.1]OCTAN-3-YL)CYCLOBUTYL)-6-(4-(CYCLOPROPYLAMINO)-3-ISOPROPYL-3H-IMIDAZO[4,5-C]PYRIDIN-6-YL)SPIRO[INDOLINE-3,4'-PIPERIDIN]-2-ONE [C@@H]12CN(CC(CC1)O2)C2CC(C2)N2C(C1(CCNCC1)C1=CC=C(C=C21)C2=CC1=C(C(=N2)NC2CC2)N(C=N1)C(C)C)=O